chlorodecyl benzoate C(C1=CC=CC=C1)(=O)OCCCCCCCCCCCl